NC1=C2C=C(N(C2=CC=C1)C1=NC=2C(CCCC2C(=N1)NCC1=CC=CC=C1)OC)C 2-(4-amino-2-methyl-indol-1-yl)-N-benzyl-8-methoxy-5,6,7,8-tetrahydroquinazolin-4-amine